[Cl-].OCCC1SC=C(N1C)CC1=CC=CC=C1 2-(2-hydroxyethyl)-3-methyl-4-benzylthiazole chloride